methyl trans-4-[(6-cyanoindazol-2-yl)methyl]cyclohexanecarboxylate C(#N)C=1C=CC2=CN(N=C2C1)C[C@@H]1CC[C@H](CC1)C(=O)OC